2-(trifluoromethyl)-5,6-dihydro-[1,2,4]triazolo[1,5-a]pyrazin FC(C1=NN2C(C=NCC2)=N1)(F)F